2-oxo-2-(3,3,7,7-tetrafluoro-4-hydroxy-1-azaspiro[4.4]non-1-yl)acetic acid O=C(C(=O)O)N1CC(C(C12CC(CC2)(F)F)O)(F)F